p-bromophenylsulfonate (brosylate) S(=O)(=O)(O)C1=CC=C(Br)C=C1.BrC1=CC=C(C=C1)S(=O)(=O)O